1-(4-chlorophenyl)-3-(2-methyl-2H-indazol-5-yl)-7-propyl-1,8-naphthyridin-2(1H)-one ClC1=CC=C(C=C1)N1C(C(=CC2=CC=C(N=C12)CCC)C1=CC2=CN(N=C2C=C1)C)=O